CC(C(=O)NC=1C=CC(=NC1)C=1C=NC=C(C1)C)CC(=O)N1C=2N(CCC1)N=C(C2)C 2-methyl-4-(2-methyl-6,7-dihydropyrazolo[1,5-a]pyrimidin-4(5H)-yl)-N-(5'-methyl-[2,3'-bipyridin]-5-yl)-4-oxobutanamide